2-[2-(4-hydroxy-phenyl)-benzimidazol-1-yl]-pentanoic acid isopropylamide C(C)(C)NC(C(CCC)N1C(=NC2=C1C=CC=C2)C2=CC=C(C=C2)O)=O